(-)-N-[(cis)-4-hydroxy-1,1-dioxidotetrahydrothiophen-3-yl]-3-oxo-2-(1,2-thiazol-4-yl)-6-[4-(trifluoromethyl)phenyl]-2,3-dihydropyridazine-4-carboxamide O[C@@H]1[C@@H](CS(C1)(=O)=O)NC(=O)C=1C(N(N=C(C1)C1=CC=C(C=C1)C(F)(F)F)C=1C=NSC1)=O